OC(C)(C)C1CC(C1)=O 3-(2-hydroxy-propan-2-yl)cyclobutan-1-one